(5-methoxyimidazo[1,2-a]pyridin-2-yl)methanol COC1=CC=CC=2N1C=C(N2)CO